CN1CCN(CC1)C1=CC=C(C=C1)NC1=NC=C(C(=N1)N1OCCC1C1=CC=CC=C1)C(F)(F)F N-(4-(4-methylpiperazin-1-yl)phenyl)-4-(3-phenylisoxazolidin-2-yl)-5-(trifluoromethyl)pyrimidin-2-amine